Tetrapentacontanoic acid C(CCCCCCCCCCCCCCCCCCCCCCCCCCCCCCCCCCCCCCCCCCCCCCCCCCCCC)(=O)O